N[C@H]1[C@@H](CCC1)OC1=C(C(=O)OC)C(=CC(=C1)C1(CC1)C)F methyl 2-(((1R,2R)-2-aminocyclopentyl)oxy)-6-fluoro-4-(1-methylcyclopropyl)benzoate